CC1=C(C(=O)OP(=O)(O)O)C(=CC(=C1)C)C.C1(=CC=CC=C1)[Li] phenyl-lithium 2,4,6-trimethylbenzoyl-phosphate